CN(C(OC(C)(C)C)=O)CC1OCCC2=CC(=CC=C12)C=1C=NC=CC1 tert-Butyl methyl((6-(pyridin-3-yl)isochroman-1-yl)methyl)carbamate